OCC1=C(N=NN1C)C1=CC=C(C(=N1)C)O[C@@H]1C[C@H](CCC1)C(=O)OC methyl (1S,3S)-3-((6-(5-(hydroxymethyl)-1-methyl-1H-1,2,3-triazol-4-yl)-2-methylpyridin-3-yl)oxy)cyclohexane-1-carboxylate